NC1=NC=CC(=N1)C=1C2=C(C(=NC1)NCC=1C=C(C(=O)NC)C=C(C1)F)CCO2 3-(((7-(2-aminopyrimidin-4-yl)-2,3-dihydrofuro[3,2-c]pyridin-4-yl)amino)methyl)-5-fluoro-N-methylbenzamide